FC(OC1=CC(=NN1)NC1=NC(=CN=C1C)O[C@@H]1C(CNCC1)(C)C)F (S)-N-(5-(difluoromethoxy)-1H-pyrazol-3-yl)-6-((3,3-dimethylpiperidin-4-yl)oxy)-3-methylpyrazin-2-amine